(R)-1-(4-(trifluoromethyl)phenyl)ethyl 4-(6-(1-methyl-1H-pyrazol-4-yl)pyrazolo[1,5-a]pyrazin-3-yl)piperazine-1-carboxylate CN1N=CC(=C1)C=1N=CC=2N(C1)N=CC2N2CCN(CC2)C(=O)O[C@H](C)C2=CC=C(C=C2)C(F)(F)F